CC1=C(C(=CC=C1)C)C1=C(N=CC(=N1)NS(=O)(=O)C1=CC=CC=C1)C1=CC(=CC=C1)[C@H]1C[C@H](CC1)OC(F)(F)F N-(6-(2,6-dimethylphenyl)-5-(3-((1R,3S)-3-(trifluoromethoxy)cyclopentyl)phenyl)pyrazin-2-yl)benzenesulfonamide